C(#N)C[C@@H]1N(CCN(C1)C1=NC(=NC(=C1[N+](=O)[O-])CC1(CCCC2=CC=CC=C12)C(=O)OC)SC)C(=O)[O-] (2S)-2-(cyanomethyl)-4-(6-((1-(methoxycarbonyl)-1,2,3,4-tetrahydronaphthalen-1-yl)methyl)-2-(Methylthio)-5-nitropyrimidin-4-yl)piperazine-1-carboxylate